(2s,3s,4r,5r)-5-(6-((3-chlorobenzyl)amino)-2-(pyridin-3-yl)-9H-purin-9-yl)-3,4-dihydroxy-N-methyltetrahydrofuran-2-carboxamide ClC=1C=C(CNC2=C3N=CN(C3=NC(=N2)C=2C=NC=CC2)[C@H]2[C@@H]([C@@H]([C@H](O2)C(=O)NC)O)O)C=CC1